1'-[methylenebis(1,4-phenylene)]bis(1H-pyrrole-2,5-dione) C(C1=CC=C(C=C1)N1C(C=CC1=O)=O)C1=CC=C(C=C1)N1C(C=CC1=O)=O